4-cyclopropoxy-N-(4-((7-(2-(ethylamino)ethoxy)-6-methoxyquinolin-4-yl)oxy)-3,5-difluorophenyl)pyridine-3-carboxamide C1(CC1)OC1=C(C=NC=C1)C(=O)NC1=CC(=C(C(=C1)F)OC1=CC=NC2=CC(=C(C=C12)OC)OCCNCC)F